di-tert-butyl(2',4',6'-triisopropyl-3,4,5,6-tetramethyl-[1,1'-biphenyl]-2-yl)phosphine C(C)(C)(C)P(C1=C(C(=C(C(=C1C)C)C)C)C1=C(C=C(C=C1C(C)C)C(C)C)C(C)C)C(C)(C)C